1-(2-(benzyloxy)-4-(1-cyclopropyl-4-(trifluoromethyl)-1H-imidazol-2-yl)benzyl)-6-(4-cyclopropyl-6-methoxypyrimidin-5-yl)-1H-pyrazolo[3,4-d]pyrimidine C(C1=CC=CC=C1)OC1=C(CN2N=CC=3C2=NC(=NC3)C=3C(=NC=NC3OC)C3CC3)C=CC(=C1)C=1N(C=C(N1)C(F)(F)F)C1CC1